2-(3-(5-(2-methoxyethoxy)pyridin-2-yl)phenyl)-2-methylpropanoic acid COCCOC=1C=CC(=NC1)C=1C=C(C=CC1)C(C(=O)O)(C)C